5-((6-fluoro-5-(4-fluoro-3-(4-(1-hydroxy-1-phenylethyl)-1H-imidazol-2-yl)phenoxy)-1H-indol-4-yl)methylene)thiazolidine-2,4-dione FC1=C(C(=C2C=CNC2=C1)C=C1C(NC(S1)=O)=O)OC1=CC(=C(C=C1)F)C=1NC=C(N1)C(C)(C1=CC=CC=C1)O